7-chloroquinoline hydrochloride Cl.ClC1=CC=C2C=CC=NC2=C1